ethoxymethyl acrylate (2-ethoxymethyl acrylate) C(C)OCC(C(=O)O)=C.C(C=C)(=O)OCOCC